2-[(3-ethynyl-8-methyl-6-quinolinyl)oxy]-N-(2-fluoroethyl)-2-methylsulfanyl-acetamide methyl-3-bromo-1-(methyl-d3)-1H-pyrazole-4-carboxylate COC(=O)C=1C(=NN(C1)C([2H])([2H])[2H])Br.C(#C)C=1C=NC2=C(C=C(C=C2C1)OC(C(=O)NCCF)SC)C